(Z)-(5-(4-(benzyloxy)phenyl)-1,1-difluoropent-2-en-2-yl)(4-methoxyphenyl)sulfonamide C(C1=CC=CC=C1)OC1=CC=C(C=C1)CC\C=C(\C(F)F)/NS(=O)(=O)C1=CC=C(C=C1)OC